C([O-])([O-])=O.O[Cu+2] hydroxy-copper carbonate